C(N)(O[C@@H]1NC2=C(C=C(C=C2C1)S(N)(=O)=O)[N+](=O)[O-])=O (S)-(7-nitro-5-sulfamoyl indolin-2-yl) carbamate